CC=1C=NNC1N 4-methyl-1H-pyrazol-5-amine